ClC1=NSSC1 4-chloro-5H-1,2,3-dithiazole